C1(CC1)C(C(C=1OC2=C(N1)C=C(C=C2)CN2C(NC(C2)C(F)(F)F)=O)NC(=O)C=2N=CSC2C)C2CC2 N-(2,2-dicyclopropyl-1-(5-((2-oxo-4-(trifluoromethyl)imidazolidin-1-yl)methyl)benzo[d]oxazol-2-yl)ethyl)-5-methylthiazole-4-carboxamide